N-(3-(4-(difluoromethyl)piperidin-1-yl)-4-(4-(6-(4,4-difluoropiperidin-1-yl)pyridin-2-yl)-1H-1,2,3-triazol-1-yl)phenyl)methanesulfonamide FC(C1CCN(CC1)C=1C=C(C=CC1N1N=NC(=C1)C1=NC(=CC=C1)N1CCC(CC1)(F)F)NS(=O)(=O)C)F